(1S,3R)-3-(6-(oxazol-2-yl)-2-(pyridin-2-yl)-1H-imidazo[4,5-c]pyridin-1-yl)cyclohexan-1-amine O1C(=NC=C1)C1=CC2=C(C=N1)N=C(N2[C@H]2C[C@H](CCC2)N)C2=NC=CC=C2